O=C1NC(CCC1C1=CC(=C(C=C1)N1CCC(CC1)CN1CCC2(CC(C2)NC(OCC2=CC=CC=C2)=O)CC1)F)=O benzyl (7-((1-(4-(2,6-dioxopiperidin-3-yl)-2-fluorophenyl)piperidin-4-yl)methyl)-7-azaspiro[3.5]nonan-2-yl)carbamate